C1=CC(=CC=C1[N+](=O)[O-])S(=O)(=O)O p-nitrobenzenesulfonic acid